(E)-3-(2-(6,7-dihydroquinolin-8(5H)-ylidene)hydrazino)-6-fluoro-5H-[1,2,4]triazino[5,6-b]indole N1=CC=CC=2CCC/C(/C12)=N\NC=1N=NC2=C(NC=3C(=CC=CC23)F)N1